C(C)(=O)N[C@@H](CSSCC1=CC=CC=C1)C(=O)O N-acetyl-S-(benzylthio)-L-cysteine